phthalimidyl adipate C(CCCCC(=O)[O-])(=O)ON1C(C=2C(C1=O)=CC=CC2)=O